1'-((3-ethyl-2-oxo-1,2-dihydro-1,6-naphthyridin-7-yl)methyl)-1',2',3',6'-tetrahydro-[2,4'-bipyridine]-5-carbonitrile C(C)C=1C(NC2=CC(=NC=C2C1)CN1CCC(=CC1)C1=NC=C(C=C1)C#N)=O